2-(3-(4-(7-(2-((2,3-dimethylphenyl)amino)benzoyl)-7H-pyrrolo[2,3-d]pyrimidin-4-yl)-1H-pyrazol-1-yl)-1-(ethylsulfonyl)azetidin-3-yl)acetonitrile CC1=C(C=CC=C1C)NC1=C(C(=O)N2C=CC3=C2N=CN=C3C=3C=NN(C3)C3(CN(C3)S(=O)(=O)CC)CC#N)C=CC=C1